4-(3-cyclopropyl-1-((3-(trifluoromethoxy)cyclobutyl)methyl)-4-(trifluoromethyl)-1H-pyrazole-5-carboxamido)picolinamide C1(CC1)C1=NN(C(=C1C(F)(F)F)C(=O)NC1=CC(=NC=C1)C(=O)N)CC1CC(C1)OC(F)(F)F